6-((1-(1,5-dimethyl-1H-pyrazol-3-yl)-2-oxo-1,2-dihydropyridin-3-yl)amino)-N-((1R,2S)-2-fluorocyclopropyl)-8,9-dihydro-7H-imidazo[1,2-b]pyrrolo[2,3-d]pyridazine-3-carboxamide CN1N=C(C=C1C)N1C(C(=CC=C1)NC=1C2=C(C=3N(N1)C(=CN3)C(=O)N[C@H]3[C@H](C3)F)NCC2)=O